Ethyl hydrogen (2-(4-(4-methoxyphenyl)piperazine-1-carbonyl)naphtho[1,2-b]thiophen-5-yl)phosphonate COC1=CC=C(C=C1)N1CCN(CC1)C(=O)C1=CC2=C(S1)C1=CC=CC=C1C(=C2)P(OCC)(O)=O